ClC=1C=C2CCN(C(C2=CC1Cl)=O)CCC1=CC(=NO1)C(=O)OCC ethyl 5-(2-(6,7-dichloro-1-oxo-3,4-dihydroisoquinolin-2(1H)-yl)ethyl)isoxazole-3-carboxylate